(3S)-1,3-dimethylpiperazine CN1C[C@@H](NCC1)C